Cyano-N-(3-cyclopropylpropyl)-4-morpholino-1H-benzo[d]imidazole-1-carboxamide C(#N)C1=NC2=C(N1C(=O)NCCCC1CC1)C=CC=C2N2CCOCC2